6-(4-Hydroxy-2-methylphenyl)-1,5-dimethylpyrimidin-2(1H)-one OC1=CC(=C(C=C1)C1=C(C=NC(N1C)=O)C)C